C(#N)C1=CC=C2C=C(NC2=C1)C(=O)N1CCN(CC1)C1=NC=CC=C1NC(C)C 1-[(6-cyano-2-indolyl)carbonyl]-4-[3-(isopropylamino)-2-pyridyl]piperazine